NC1=NC=CC=C1C1=NC=2C(=NC(=CC2)N2N=CC=C2)N1C=1C=C2CC[C@@H](C2=CC1)NC1C(CN(CC1)C(C=C)=O)(C)F 1-(4-(((S)-5-(2-(2-aminopyridin-3-yl)-5-(1H-pyrazol-1-yl)-3H-imidazo[4,5-b]pyridin-3-yl)-2,3-dihydro-1H-inden-1-yl)amino)-3-fluoro-3-methylpiperidin-1-yl)prop-2-en-1-one